BrC1=C(C=C(C=C1)C(=O)O)C(=O)O 4-bromo-1,3-benzenedicarboxylic acid